((2R,4S)-2-(2,5-difluorophenyl)-4-fluoropyrrolidin-1-yl)-8-(1-(1-isopropylpiperidin-4-yl)-1H-pyrazol-4-yl)-1,5-naphthyridine FC1=C(C=C(C=C1)F)[C@@H]1N(C[C@H](C1)F)C1=NC2=C(C=CN=C2C=C1)C=1C=NN(C1)C1CCN(CC1)C(C)C